N-(1-methylcyclopropyl)-4-[(1-methylpyrazol-4-yl)(2H2)methyl]-5-oxo-1-[(pyridin-2-yloxy)methyl]-1H,2H-imidazo[1,2-a]quinazoline-7-sulfonamide CC1(CC1)NS(=O)(=O)C=1C=C2C(N(C=3N(C2=CC1)C(CN3)COC3=NC=CC=C3)C([2H])([2H])C=3C=NN(C3)C)=O